Sodium (2-pyridylamino)-pyrimidin-5-yl-methanesulfonate N1=C(C=CC=C1)NC(S(=O)(=O)[O-])C=1C=NC=NC1.[Na+]